C(C\C=C\CCCCCCCCC=CCCCC)O E-3,13-octadecadien-1-ol